ClC=1C=CC=2N=CN=C(C2N1)NC1=C(C=C(C=C1)Cl)F 6-chloro-N-(4-chloro-2-fluorophenyl)pyrido[3,2-d]pyrimidin-4-amine